palmitoyl sulfosuccinate S(=O)(=O)(O)C(C(=O)OC(CCCCCCCCCCCCCCC)=O)CC(=O)[O-]